methyl [3-pentylphenyl]acetate C(CCCC)C=1C=C(C=CC1)CC(=O)OC